C1CC12NCCC(C2)C2=CC1=C(N=C(NC1=O)C=1C=C(C=3N(N1)C=C(N3)C)C)S2 6-(4-azaspiro[2.5]octan-7-yl)-2-(2,8-dimethylimidazo[1,2-b]pyridazin-6-yl)-3H-thieno[2,3-d]pyrimidin-4-one